C(C=C)(=O)N1C[C@H](CCC1)C1=CN(C=2C(=NNC(C21)=O)N)C2=CC=C(C=C2)OC2=CC(=CC=C2)F (R)-3-(1-acryloylpiperidin-3-yl)-7-amino-1-(4-(3-fluorophenoxy)phenyl)-1,5-dihydro-4H-pyrrolo[2,3-d]pyridazin-4-one